(2R,3R,4R,5R)-3,4-bis(benzyloxy)-5-[(benzyloxy)methyl]-2-(2,4-dichloroquinazolin-7-yl)oxolane-2-carbonitrile C(C1=CC=CC=C1)O[C@H]1[C@](O[C@@H]([C@H]1OCC1=CC=CC=C1)COCC1=CC=CC=C1)(C#N)C1=CC=C2C(=NC(=NC2=C1)Cl)Cl